FC(CC(C(=O)O)(C)C)(F)F 4,4,4-Trifluoro-2,2-dimethylbutanoic Acid